6-((pyridin-2-ylmethyl)amino)-9H-purin N1=C(C=CC=C1)CNC1=C2N=CNC2=NC=N1